4-(4-trifluoromethylphenyl)-5-methyl-4-phenyl-3-trifluoromethyl-indolopyranone FC(C1=CC=C(C=C1)C1(C(C(OC2=C1N(C=1C=CC=CC12)C)=O)C(F)(F)F)C1=CC=CC=C1)(F)F